C(C1=CC=CC=C1)S(=O)(=O)NC1=C(C(=C(OC2=NC=CC=C2C2=NC(=NC=C2)N[C@@H]2CN(CC2)C(=O)OC(C)(C)C)C=C1)F)F tert-Butyl (3S)-3-((4-(2-(4-(benzylsulfonylamino)-2,3-difluoro-phenoxy)-3-pyridyl)pyrimidin-2-yl)amino)pyrrolidine-1-carboxylate